Cl.CC1(C(CNC1)O)C 4,4-dimethylpyrrolidine-3-ol hydrochloride